ClC1=C(C=CC=C1Cl)CS(=O)(=O)NC1=CC=C(C=C1)N1C2=C(NC(CC1=O)=O)C=1CCCCC1C=C2 1-(2,3-dichlorophenyl)-N-[4-(2,4-dioxo-1,2,3,4,8,9,10,11-octahydronaphtho[1,2-b][1,4]Diazepin-5-yl)phenyl]methanesulfonamide